5-(3,5-difluorophenethyl)-1H-indazole FC=1C=C(CCC=2C=C3C=NNC3=CC2)C=C(C1)F